2-({5-chloro-1H-imidazo[4,5-b]pyridin-2-yl}methyl)-4-(2-chloro-4,5-dimethoxyphenyl)-2,3-dihydro-1H-isoindol-1-one ClC1=CC=C2C(=N1)N=C(N2)CN2C(C1=CC=CC(=C1C2)C2=C(C=C(C(=C2)OC)OC)Cl)=O